N2-[4-[4-(isobutylamino)-1-piperidyl]phenyl]-N4-[2-(6-methyl-2-pyridyl)pyrimidin-4-yl]pyrimidine-2,4-diamine C(C(C)C)NC1CCN(CC1)C1=CC=C(C=C1)NC1=NC=CC(=N1)NC1=NC(=NC=C1)C1=NC(=CC=C1)C